OCCN1N=CC(=C1)B1OC(C)(C)C(C)(C)O1 1-(2-hydroxyethyl)-1H-pyrazole-4-boronic acid pinacol ester